Cl.FC1(CC(NCC1)C)F 4,4-difluoro-2-methylpiperidine hydrochloride